5-amino-4-fluoro-2,3-dihydroinden-1-one NC=1C(=C2CCC(C2=CC1)=O)F